methyl-(3R)-4-[3-chloro-5-(methylsulfanyl)phenyl]-3-methylmorpholine CC1(N(CCOC1)C1=CC(=CC(=C1)SC)Cl)C